(R)-(2-((5-chloro-2,3-dihydro-1H-inden-2-yl)amino)pyrimidin-5-yl)(6-hydroxy-6-methyl-1-azaspiro[3.3]hept-1-yl)methanone ClC=1C=C2C[C@@H](CC2=CC1)NC1=NC=C(C=N1)C(=O)N1CCC12CC(C2)(C)O